C(CCC=CCCCCCCCCCC=CCC=CCCCCC)N tetracosa-4,15,18-trien-1-amin